C(C)OC(=C)C=1C2=C(N=C(N1)N1C=NC=C1)C=CN2 4-(1-ethoxyvinyl)-2-(1H-imidazol-1-yl)-5H-pyrrolo[3,2-d]Pyrimidine